C1=CC=CC=C1.O1C=CC=C1 furan compound with benzene